NC1=NC=C2N=C(NC2=N1)C=1C(=C(C=CC1F)NS(=O)(=O)C=1C(=NC=C(C1)Cl)OC)F N-[3-(2-amino-9H-purin-8-yl)-2,4-difluorophenyl]-5-chloro-2-methoxypyridine-3-sulfonamide